methyl (1r,4r)-4-((5-((6-(4-fluorophenyl)-3-nitropyridin-2-yl)amino)pyridin-2-yl)carbamoyl)cyclohexane-1-carboxylate FC1=CC=C(C=C1)C1=CC=C(C(=N1)NC=1C=CC(=NC1)NC(=O)C1CCC(CC1)C(=O)OC)[N+](=O)[O-]